ClC=1C=CC(=NC1)COC1=NN=C(S1)NC(=O)C=1C=NC(=CC1C1=NC=CC=C1OC)C N-(5-((5-chloropyridin-2-yl)methoxy)-1,3,4-thiadiazol-2-yl)-3-methoxy-6'-methyl-(2,4'-bipyridine)-3'-carboxamide